[3-[1-[(1S)-2-[2-(2-benzyloxyethoxy)ethoxy]-1-methyl-ethyl]pyrazol-4-yl]-1-tetrahydropyran-2-yl-indazol-5-yl]oxy-tert-butyl-dimethyl-silane C(C1=CC=CC=C1)OCCOCCOC[C@H](C)N1N=CC(=C1)C1=NN(C2=CC=C(C=C12)O[Si](C)(C)C(C)(C)C)C1OCCCC1